O1CCOC(=C1)C=1C=CC=2N(C1)N=CC2 6-(2,3-dihydro-1,4-dioxin-5-yl)pyrazolo[1,5-a]pyridine